3-(3,5-Dichlorophenyl)-4-methyl-5-phenyl-1H-pyrrole-2-carboxylic acid ClC=1C=C(C=C(C1)Cl)C1=C(NC(=C1C)C1=CC=CC=C1)C(=O)O